1-((5-methylisoxazol-3-yl)methyl)-6-(4-methylthiophene-2-yl)-1,3-dihydro-2H-imidazo[4,5-B]pyridin-2-one CC1=CC(=NO1)CN1C(NC2=NC=C(C=C21)C=2SC=C(C2)C)=O